9-(2-(bis(2-hydroxyethyl)amino)pyrimidin-5-yl)-6,7-dimethoxynaphtho[2,3-c]furan-1(3H)-one hydrochloride Cl.OCCN(C1=NC=C(C=N1)C1=C2C=C(C(=CC2=CC2=C1C(OC2)=O)OC)OC)CCO